ClC=1C=C(C=CC1C)[C@@H]1O[C@@H]([C@H]([C@@H]([C@H]1O)O)O)CC (2S,3R,4S,5S,6R)-2-(3-chloro-4-methylphenyl)-6-ethyltetrahydro-2H-pyran-3,4,5-triol